OC1=C(C=O)C=CC=C1C=1C(=NC(=NC1)NC1=C(C=C(C=C1)N1CCC(CC1)N1CCN(CC1)C)OC)NC1=CC=CC=C1 hydroxy-3-[2-({2-methoxy-4-[4-(4-methylpiperazin-1-yl)piperidin-1-yl]phenyl}amino)-4-(phenylamino)pyrimidin-5-yl]benzaldehyde